NC1=C(C=2C=NC=C(C2N1C1=C(C(=CC=C1C)OC)C)C#N)C(=O)N 2-amino-7-cyano-1-(3-methoxy-2,6-dimethylphenyl)-1H-pyrrolo[3,2-c]pyridine-3-carboxamide